FC1=CC(=C(OCC2CCN(CC2)C(=O)N2C[C@@H]3[C@@H](OCC(N3)=O)CC2)C=C1)C(F)(F)F (4aR,8aS)-6-[4-[[4-fluoro-2-(trifluoromethyl)phenoxy]methyl]piperidine-1-carbonyl]-4,4a,5,7,8,8a-hexahydropyrido[4,3-b][1,4]oxazin-3-one